CC1=C(C(=O)OC)C=C(C(=C1)[C@H]1CNCCO1)C Methyl (s)-2,5-dimethyl-4-(morpholin-2-yl)benzoate